ClC=1C=C(C=CC1Cl)[C@@H]1CC[C@H](C2=CC=CC=C12)NC(=O)C=1NC2=CC=CC=C2C1 N-((1R,4S)-4-(3,4-dichlorophenyl)-1,2,3,4-tetrahydronaphthalen-1-yl)-1H-indol-2-carboxamide